1,2,3,4,5-pentaphenyl-pentane-1,5-dione C1(=CC=CC=C1)C(C(C(C(C(=O)C1=CC=CC=C1)C1=CC=CC=C1)C1=CC=CC=C1)C1=CC=CC=C1)=O